Cl.CN(C=1SC=2N=C(SC2N1)C1=C2C(=C(N=C1)C=1C=NNC1)NC=C2)C2CCNCC2 N-methyl-N-(piperidin-4-yl)-5-[7-(1H-pyrazol-4-yl)-1H-pyrrolo[2,3-c]pyridin-4-yl][1,3]thiazolo[5,4-d][1,3]thiazol-2-amine hydrochloride